CC1=C(N=C(O1)C1=C(C=CC=C1[2H])[2H])CC(OC1=CC=C(C=2SC=CC21)C=O)([2H])[2H] 4-(2-(5-methyl-2-(phenyl-2,6-d2)oxazol-4-yl)ethoxy-1,1-d2)benzo[b]thiophene-7-carbaldehyde